C(C)(C)N(P(OCCC#N)OC1CCC(CC1)N(C1=NC=CC(=N1)C=C)C)C(C)C 2-cyanoethyl (4-(methyl(4-vinylpyrimidin-2-yl)amino)cyclohexyl) diisopropylphosphoramidite